5-isopropyl-2-methoxybenzenesulfonamide C(C)(C)C=1C=CC(=C(C1)S(=O)(=O)N)OC